(2,4-di-tert-butylphenol) 4,4'-biphenylyl-diphosphite C1(=CC=C(C=C1)C1=CC=CC=C1)P(O)(O)OP(O)O.C(C)(C)(C)C1=C(C=CC(=C1)C(C)(C)C)O